CC1=NC=2CCN(CC2C=C1NC)C(=O)OC(C)(C)C tert-butyl 2-methyl-3-(methylamino)-7,8-dihydro-1,6-naphthyridine-6(5H)-carboxylate